ClC1=C(C(=O)NC2=CC(=CC=C2)C#C)C=C(C=C1)NC(=O)[C@@H]1C([C@H]1C1=CC(=CC(=C1)Cl)Cl)(Cl)Cl trans-2-Chloro-5-(2,2-dichloro-3-(3,5-dichlorophenyl)cyclopropane-1-carboxamido)-N-(3-ethynylphenyl)benzamide